N-[(3R)-5-(4-chlorobenzyl)-8-fluoro-4-keto-7-(2-keto-3H-1,3,4-oxadiazol-5-yl)-2,3-dihydro-1,5-benzothiazepin-3-yl]carbamic acid tert-butyl ester C(C)(C)(C)OC(N[C@H]1CSC2=C(N(C1=O)CC1=CC=C(C=C1)Cl)C=C(C(=C2)F)C2=NNC(O2)=O)=O